ClC1=CC(=C(C=C1)C1=NC(=NC2=NC(=C(N=C12)C)C)N1CC(OCC1)C=1C=NN(C1)C)F 4-[4-(4-chloro-2-fluoro-phenyl)-6,7-dimethyl-pteridin-2-yl]2-(1-methylpyrazol-4-yl)morpholine